4-((1R,5S)-3,8-diazabicyclo[3.2.1]octan-3-yl)-7-(8-ethyl-7-fluoronaphthalen-1-yl)-2-(((2R,7aS)-2-fluorotetrahydro-1H-pyrrolizin-7a(5H)-yl)methoxy)-8-methylquinazolin [C@H]12CN(C[C@H](CC1)N2)C2=NC(=NC1=C(C(=CC=C21)C2=CC=CC1=CC=C(C(=C21)CC)F)C)OC[C@]21CCCN1C[C@@H](C2)F